CS(=O)(C1=CC=C(C=C1)B1OC(C(O1)(C)C)(C)C)=NC methyl(methylimino)(4-(4,4,5,5-tetramethyl-1,3,2-dioxaborolan-2-yl)phenyl)-λ6-sulfanone